C(CCCCCCCCC=C)(=O)O[C@@H](CC(CCCC)=O)C |r| (±)-(1-methyl-3-oxo-heptyl) undec-10-enoate